C1(CC1)[C@H](C)NC(=O)C=1C(=CC(=NC1)C)N1C[C@@](CC1)(C)NC(OC(C)(C)C)=O tert-butyl ((S)-1-(5-(((S)-1-cyclopropylethyl)carbamoyl)-2-methylpyridin-4-yl)-3-methylpyrrolidin-3-yl)carbamate